piperazine-1-carboxylic acid tertiary Butyl ester C(C)(C)(C)OC(=O)N1CCNCC1